COC1=C(C=C2C=CN=CC2=C1)C1=CN=C(O1)[C@H](CCCCCC(CC)=O)NC(=O)[C@H]1CC12CCN(CC2)C (S)-N-((S)-1-(5-(7-methoxyisoquinolin-6-yl)oxazol-2-yl)-7-oxononyl)-6-methyl-6-azaspiro[2.5]octane-1-carboxamide